C(C)OC([O-])=O.C(C)[N+](CCOCC)(CC)CC N,N,N-triethyl-N-(2-ethoxyethyl)ammonium ethyl-carbonate salt